C(#C)C([C@@]12[C@H](CC[C@H]1[C@@H]1CCC=3CC(=CCC3[C@H]1CC2)OC)O)C ethynyl-17β-hydroxy-18-methyl-3-methoxyestra-2,5(10)-diene